4-(4-(6-(((1R,2R,3S,5S)-2-fluoro-8-azabicyclo[3.2.1]oct-3-yl)(methyl)amino)-1,2,4-triazin-3-yl)-3-hydroxyphenyl)-1-methylpyridin-2(1H)-one F[C@@H]1[C@H]2CC[C@@H](C[C@@H]1N(C1=CN=C(N=N1)C1=C(C=C(C=C1)C1=CC(N(C=C1)C)=O)O)C)N2